O.O[C@@]1(C2=CC=CC=C2C=2C(=CC(=CC12)OCCC(C)(C)O)C=1C=NN(C1)C(C(=O)N)(C)C)C(F)(F)F 2-{4-[(9R)-9-hydroxy-2-(3-hydroxy-3-methylbutoxy)-9-(trifluoromethyl)-9H-fluoren-4-yl]-1H-pyrazol-1-yl}-2-methylpropanamide-monohydrate